BrC1=CC(=C(C(=C1)Cl)CC=1C=CC(=C(C1)S(=O)(=O)Cl)OC)Cl 5-[(4-bromo-2,6-dichloro-phenyl)methyl]-2-methoxy-benzenesulfonyl chloride